CCl METHYLCHLORID